OC=1C=C(C=NC1)C1=CC(=C(C=C1)CN1CCN(CC1)C1=CC=C(N=N1)C(=O)OC(C)(C)C)OC tert-Butyl 6-[4-[[4-(5-hydroxypyridin-3-yl)-2-methoxyphenyl]methyl]piperazin-1-yl]pyridazine-3-carboxylate